N1=NC(=CC=C1)C=O pyridazinecarbaldehyde